C(C#C)[N+]1=C2C=CC=CC2=CC2=CC=CC=C12 10-(prop-2-yn-1-yl)acridin-10-ium